(R)-3-amino-4-(2,4-dichlorophenyl)butanoic acid N[C@@H](CC(=O)O)CC1=C(C=C(C=C1)Cl)Cl